3-chloro-1-(6-fluoropyridin-3-yl)propan-1-ol ClCCC(O)C=1C=NC(=CC1)F